C(C)(=O)C=1C=C(C=CC1)CN[C@H](C(=O)O)CCC(C)(C)C (2S)-2-{[(3-acetylphenyl)methyl]amino}-5,5-dimethylhexanoic acid